N-[2-chloro-6-(4,4,5,5-tetramethyl-1,3,2-dioxaborolan-2-yl)-4-(trifluoromethyl)-3-pyridyl]acetamide ClC1=NC(=CC(=C1NC(C)=O)C(F)(F)F)B1OC(C(O1)(C)C)(C)C